2-[(2,6-dichlorophenyl) amino]-phenylacetate ClC1=C(C(=CC=C1)Cl)NC1=C(C=CC=C1)CC(=O)[O-]